ClC1=CC=C(C=C1)[C@H](C)N (1S)-1-(4-chlorophenyl)ethan-1-amine